ethyl 2-methoxy-4H-pyrrolo[3,2-d]thiazole-5-carboxylate COC=1SC2=C(N1)C=C(N2)C(=O)OCC